8-bromo-6-(2,6-dimethylphenyl)-2-methylsulfinyl-pyrido[4,3-d]pyrimidin-5-one BrC1=CN(C(C2=C1N=C(N=C2)S(=O)C)=O)C2=C(C=CC=C2C)C